tris-(2-picolyl)amine N1=C(C=CC=C1)CN(CC1=NC=CC=C1)CC1=NC=CC=C1